ClC=1C(=NC(=NC1)NC1=CC(=C(C=C1)N1CCN(CC1)C1CCN(CC1)C)OC)C(=O)O 5-chloro-2-((3-methoxy-4-(4-(1-methylpiperidin-4-yl)piperazin-1-yl)phenyl)amino)pyrimidine-4-carboxylic acid